COC(OC)(OC)N(CCCC(=O)OCCCCCCCCCC)CCCC(=O)OC(CCCCCCCC)CCCCCCCC decyl 4-(((trimethoxy)methyl)(4-(heptadecan-9-yloxy)-4-oxobutyl)amino)butanoate